4-acetoxybenzoylmethylformate C(C)(=O)OC1=CC=C(C(=O)CC(=O)[O-])C=C1